ClC=1C=C(C=CC1Cl)N1CC(CC1)C1=CC=C(NC1=O)C(=O)O 5-(1-(3,4-dichlorophenyl)pyrrolidin-3-yl)-6-oxo-1,6-dihydropyridine-2-carboxylic acid